2-((2r,5s)-4-(5-(7,8-dimethyl-[1,2,4]triazolo[1,5-a]pyridin-6-yl)-6-isopropyl-4H-pyrrolo[3,2-d]thiazol-2-yl)-2,5-dimethylpiperazin-1-yl)-N-methylacetamide CC1=C(C=2N(C=C1C1=C(C=3N=C(SC3N1)N1C[C@H](N(C[C@@H]1C)CC(=O)NC)C)C(C)C)N=CN2)C